2-{[(2R,7aS)-2-fluoro-hexahydro-1H-pyrrolizin-7a-yl]methoxy}-7-[8-ethynyl-7-fluoro-3-(methoxymethoxy)naphthalen-1-yl]-8-fluoropyrido[4,3-d]pyrimidin-4-ol F[C@@H]1C[C@@]2(CCCN2C1)COC=1N=C(C2=C(N1)C(=C(N=C2)C2=CC(=CC1=CC=C(C(=C21)C#C)F)OCOC)F)O